diphosphine compound with palladium [Pd].P.P